N1(CCNCC1)CC1NCC2=CC=CC=C12 (piperazin-1-ylmethyl)isoindolin